BrC=1C(=C2C(N(C=NC2=CC1)[C@@H]1COC2(C1)CCN(CC2)C(=O)OC(C)(C)C)=O)Cl tert-butyl (3S)-3-(6-bromo-5-chloro-4-oxo-quinazolin-3-yl)-1-oxa-8-azaspiro[4.5]decane-8-carboxylate